(S)-2-amino-3-(2',3'-difluoro-[1,1'-biphenyl]-4-yl)propanoic acid N[C@H](C(=O)O)CC1=CC=C(C=C1)C1=C(C(=CC=C1)F)F